P(=O)(OCCOCCOCCOC)(OCCOCCOCCOC)Cl bis(2-(2-(2-methoxyethoxy) ethoxy) ethyl) monochlorophosphate